OCCC=CC(=O)O.ClC=1C(=CC(=NC1)OC)C1=CC(=NN1)C(=O)N1CCC(CC1)C(=O)NC1=NC=CN=C1O 1-[5-(5-chloro-2-methoxypyridin-4-yl)-1H-pyrazole-3-carbonyl]-N-(3-hydroxypyrazin-2-yl)piperidine-4-carboxamide 5-hydroxypent-2-enoate